NC1=CC(=NO1)C1CC(C1)NC(C1=CC(=C(C=C1)C(F)(F)F)Cl)=O N-[3-(5-aminoisoxazol-3-yl)cyclobutyl]-3-chloro-4-(trifluoromethyl)benzamide